N1=CC(=CC=C1)C1=CC=C(N)C=C1 l-4-(3-pyridyl)aniline